8-isopropyl-2-phenyl-5-(1-(4-(trifluoromethyl)phenyl)-ethyl)-2,5,8-triazaspiro-[3.5]nonane-6,9-dione C(C)(C)N1CC(N(C2(CN(C2)C2=CC=CC=C2)C1=O)C(C)C1=CC=C(C=C1)C(F)(F)F)=O